((4-(2,3,4-trimethoxybenzyl)piperazin-1-yl)methyl)quinolin-8-ol COC1=C(CN2CCN(CC2)CC2=NC3=C(C=CC=C3C=C2)O)C=CC(=C1OC)OC